(4-Amino-3-meth-oxy-phenyl)-(3H-benzo[e]indol-2-yl)-methanone NC1=C(C=C(C=C1)C(=O)C=1NC=2C=CC3=C(C2C1)C=CC=C3)OC